C(C)OOP(=O)(OC)CCC(C(=O)[O-])=O 4-(ethoxy-(methyl) phosphono)-2-oxobutanoate